L-Threonine-D5 [2H][C@@](C(=O)O)([C@@]([2H])(C([2H])([2H])[2H])O)N